OC1=NC=C(C=N1)C(=O)O 2-HYDROXYPYRIMIDINE-5-CARBOXYLIC ACID